5-[(3-chloro-5-methylsulfonylphenyl)carbamoyl]-3-phenylthiophene-2-carboxylic acid methyl ester COC(=O)C=1SC(=CC1C1=CC=CC=C1)C(NC1=CC(=CC(=C1)S(=O)(=O)C)Cl)=O